ClC1=NC(=CC=C1C#CC1(CN(CC1)C(=O)OC(C)(C)C)NCC1=CC=C(C=C1)OC)C([2H])([2H])[2H] tert-butyl 3-((2-chloro-6-(methyl-d3)pyridin-3-yl)ethynyl)-3-((4-methoxybenzyl)amino)pyrrolidine-1-carboxylate